C(C)(C)(C)OC(=O)N1[C@H](CN(CC1)C=1C2=C(N=C(N1)OCC1(CC1)CN(C)C)CN(CC2)C(=O)OCC2=CC=CC=C2)CC#N benzyl (S)-4-(4-(tert-butoxycarbonyl)-3-(cyanomethyl) piperazin-1-yl)-2-((1-((dimethylamino) methyl) cyclopropyl) methoxy)-5,8-dihydropyrido[3,4-d]pyrimidine-7(6H)-carboxylate